3-(methoxymethyl)quinoline-6-carbaldehyde COCC=1C=NC2=CC=C(C=C2C1)C=O